FC(OC=1C(=NC=CN1)CN1C(C(=CC2=CC=C(N=C12)C)C1CCC(CC1)C1=C(C=CC=C1C)F)=O)F 1-((3-(Difluoromethoxy)pyrazin-2-yl)methyl)-3-((1r,4r)-4-(2-fluoro-6-methylphenyl)cyclohexyl)-7-methyl-1,8-naphthyridin-2(1H)-one